2-(thiophen-2-yl)quinoline S1C(=CC=C1)C1=NC2=CC=CC=C2C=C1